3-(2,6-bis(benzyloxy)pyridin-3-yl)aniline C(C1=CC=CC=C1)OC1=NC(=CC=C1C=1C=C(N)C=CC1)OCC1=CC=CC=C1